NC=1C=CC(=NC1)NC(OC(C)(C)C)=O tert-butyl N-(5-amino-2-pyridyl)carbamate